C1(CC1)N1C(C=C(C(=C1)C1=CC=CC=C1)C=1C2=C(C(N(C1)C)=O)NC(=C2)C2=C(C(=CC=C2)OC)F)=O 4-(1-cyclopropyl-2-oxo-5-phenyl-1,2-dihydropyridin-4-yl)-2-(2-fluoro-3-methoxyphenyl)-6-methyl-1,6-dihydro-7H-pyrrolo[2,3-c]pyridin-7-one